tert-butyl 3-(2-((1-((dimethylamino)methyl)cyclopropyl)methoxy)-6,8-difluoroquinazolin-4-yl)-3,8-diazabicyclo[3.2.1]octane-8-carboxylate CN(C)CC1(CC1)COC1=NC2=C(C=C(C=C2C(=N1)N1CC2CCC(C1)N2C(=O)OC(C)(C)C)F)F